(E)-4-(3-((3-fluorobenzyl)amino)-3-oxoprop-1-en-1-yl)-2-methoxyphenylisobutyrate FC=1C=C(CNC(/C=C/C2=CC(=C(C=C2)OC(C(C)C)=O)OC)=O)C=CC1